(2Z,3Z)-2,3-bis[amino(methylsulfanyl)methylidene]butanedinitrile N/C(=C(/C#N)\C(\C#N)=C(\SC)/N)/SC